C(CCC)N1C(=NC2=C1C=CC=C2NC2=CC(=CC(=C2)C(C)(C)C)C(C)(C)C)C2=CC=CC1=CC=CC=C21 1-Butyl-N-(3,5-di-tert-butylphenyl)-2-(naphthalen-1-yl)-1H-benzo[d]imidazol-4-amine